N-cyclopropyl-2,6-dihydroxy-5'-methyl-4-pentyl-1',2',3',4'-tetrahydro-[1,1'-biphenyl]-3-carboxamide C1(CC1)NC(=O)C=1C(=C(C(=CC1CCCCC)O)C1CCCC(=C1)C)O